6-hydroxy-1,4a-dimethyl-2,3,4,9,10,10a-hexahydrophenanthrene-1-carboxylic acid OC=1C=C2C3(CCCC(C3CCC2=CC1)(C(=O)O)C)C